O(CC)N(C1=CC=CC=C1)OCC N,N-diethoxylaniline